1-(pyridin-3-yl)-1H-thieno[2',3':4,5]benzo[1,2-d][1,2,3]triazole-4,8-dione N1=CC(=CC=C1)N1N=NC2=C1C(C1=C(C2=O)SC=C1)=O